C[C@]12CC(C[C@](CC1)(N2)C)N(C2=CC=C(N=N2)C2=C(C=C(C(=C2)F)C=2C=NNC2)O)CC 2-(6-(((1R,3S,5S)-1,5-dimethyl-8-azabicyclo[3.2.1]octan-3-yl)(ethyl)amino)pyridazin-3-yl)-4-fluoro-5-(1H-pyrazol-4-yl)phenol